C(CCCCCCC\C=C/C\C=C/CCCCC)OCC(CN(C)C)OCCCCCCCC\C=C/C\C=C/CCCCC 1,2-dilinoleyl-oxy-3-dimethylaminopropane